(((4-chlorophenyl)amino)methylene)malonic acid diethyl ester C(C)OC(C(C(=O)OCC)=CNC1=CC=C(C=C1)Cl)=O